tert-butyl 4-[4-({4-[4-(morpholin-4-yl)-7-{[2-(trimethylsilyl)ethoxy]methyl}-7H-pyrrolo[2,3-d]pyrimidin-6-yl]phenyl} sulfamoyl)piperazin-1-yl]piperidine-1-carboxylate N1(CCOCC1)C=1C2=C(N=CN1)N(C(=C2)C2=CC=C(C=C2)NS(=O)(=O)N2CCN(CC2)C2CCN(CC2)C(=O)OC(C)(C)C)COCC[Si](C)(C)C